2-[(1S,2R)-2-[(4-chlorophenoxy)methyl]-1-cyano-cyclopropyl]pyridine-3-carbonitrile ClC1=CC=C(OC[C@H]2[C@](C2)(C#N)C2=NC=CC=C2C#N)C=C1